C(=O)C=1C=CC(=NC1)OCC(C)N(C(OC(C)(C)C)=O)C tert-butyl (1-((5-formylpyridin-2-yl)oxy)propan-2-yl)(methyl)carbamate